Cl.FC=1C=C(C=CC1F)N1CCNCC1 1-(3,4-difluorophenyl)piperazine hydrochloride